2-cyclohexyl-N-(2-phenyl-1H-benzoimidazol-5-yl)acetamide C1(CCCCC1)CC(=O)NC1=CC2=C(NC(=N2)C2=CC=CC=C2)C=C1